(E)-N-(4-(1-(6-(4-(7-(2-(2,6-dioxopiperidin-3-yl)-1-oxoisoindoline-4-yl)hept-6-yn-1-yl)piperazin-1-yl)pyridazin-3-carbonyl)piperidin-4-yl)butyl)-3-(pyridin-3-yl)acrylamide O=C1NC(CCC1N1C(C2=CC=CC(=C2C1)C#CCCCCCN1CCN(CC1)C1=CC=C(N=N1)C(=O)N1CCC(CC1)CCCCNC(\C=C\C=1C=NC=CC1)=O)=O)=O